C(CCC)OC(=O)N([C@H](C(=O)O)CC1CC1)C (S)-2-((z-butoxycarbonyl)(methyl)amino)-3-cyclopropylpropanoic acid